N(CCO)CCO 2,2'-IMINOBIS[ETHANOL]